[C@@H]1([C@H](CCCC1)N)N |r| racemic-cis-1,2-cyclohexanediamine